8-chloro-4H-chromeno[4,3-d]thiazol-2-amine ClC1=CC2=C(C=C1)OCC1=C2N=C(S1)N